FC1=C(C=CC=2NC(=NC21)CNC=2C=1N(N=C(C2)N2CCOCC2)C(=CN1)C=1C=NN(C1)C(F)F)F N-((4,5-difluoro-1H-benzo[d]imidazol-2-yl)methyl)-3-(1-(difluoromethyl)-1H-pyrazol-4-yl)-6-morpholinoimidazo[1,2-b]pyridazin-8-amine